FC1=C(CC2NCCCCC2)C=CC=C1F 2-(2,3-difluorobenzyl)azepane